C(C)OC(C(C)I)=O.FC(C1=CC=C(C(=O)C=2C(=NC=CN2)N2CCN(CC2)C(C=C)=O)C=C1)(F)F 1-(4-(3-(4-(trifluoromethyl)benzoyl)pyrazin-2-yl)piperazin-1-yl)prop-2-en-1-one Ethyl-2-iodopropionat